ClC1=C(N)C=CC=C1C 2-Chloro-3-Methylaniline